1-(3-methyloxabutan-3-yl)ethan-1-amine hemioxalate C(C(=O)O)(=O)O.CC(CO)(C)C(C)N.CC(CO)(C)C(C)N